(3,4-ethylenedioxy)aniline C1COC2=C(O1)C=CC(=C2)N